ClC1=NC=CC=C1CC(=O)NC1=CC(=C(C=C1)N1N=CC(=C1)F)S(N)(=O)=O 2-(2-chloropyridin-3-yl)-N-[4-(4-Fluoro-1H-pyrazol-1-yl)-3-sulfamoylphenyl]acetamide